ClC=1C=C(C=CC1CCOCCNC)NC(=O)NCC=1C=C2CN(C(C2=CC1)=O)C1C(N(C(CC1)=O)C)=O 1-(3-chloro-4-(2-(2-(methylamino)ethoxy)ethyl)phenyl)-3-((2-(1-methyl-2,6-dioxopiperidin-3-yl)-1-oxoisoindolin-5-yl)methyl)urea